6-(difluoromethyl)-3-((8-methoxy-2-(6-(methoxymethyl)pyridin-3-yl)-2,3-dihydrobenzo[b][1,4]dioxin-6-yl)methyl)-3H-imidazo[4,5-b]pyridine FC(C=1C=C2C(=NC1)N(C=N2)CC2=CC1=C(OC(CO1)C=1C=NC(=CC1)COC)C(=C2)OC)F